5-bromo-2,6-dimethyl-2H-pyrazolo[4,3-b]pyridine BrC=1C(=CC=2C(N1)=CN(N2)C)C